FC=1C(=NC=NC1N(CC1=CC=C(C=C1)C(F)(F)F)CCOC)NC[C@@H]1[C@H](CN(CC1)CC(=O)N)O ((3R,4R)-4-(((5-fluoro-6-((2-methoxyethyl)(4-(trifluoromethyl)benzyl)amino)pyrimidin-4-yl)amino)methyl)-3-hydroxypiperidin-1-yl)acetamide